(4-acetamidophenoxy)methyl (1,3-bis(palmitoyloxy)propan-2-yl) succinate C(CCC(=O)OC(COC(CCCCCCCCCCCCCCC)=O)COC(CCCCCCCCCCCCCCC)=O)(=O)OCOC1=CC=C(C=C1)NC(C)=O